(1R,3S,7R,8R,10S,13R)-5-methoxy-7,9,9,13-tetramethyl-4,6-dioxatetracyclo[6.5.1.01,10.03,7]tetradecane COC1O[C@H]2C[C@@]34[C@H](C([C@H]([C@]2(O1)C)C4)(C)C)CC[C@H]3C